(R)-3-((3-(cyclopropylmethyl)-1H-pyrrolo[2,3-b]pyridin-4-yl)amino)piperidine-1-carboxylic acid tert-butyl ester C(C)(C)(C)OC(=O)N1C[C@@H](CCC1)NC1=C2C(=NC=C1)NC=C2CC2CC2